C(#N)C1=CC=C(OC[C@@H]2CN([C@H](O2)[C@@H](C(F)(F)F)O)C2=CC(=C(C#N)C=C2)C(F)(F)F)C=C1 4-((2R,5S)-5-((4-cyanophenoxy)methyl)-2-((S)-2,2,2-trifluoro-1-hydroxyethyl)oxazolidin-3-yl)-2-(trifluoromethyl)benzonitrile